4-{(1S,3S)-3-[5-(2,4-difluorophenyl)-1,3,4-thiadiazol-2-yl]-2,2-dimethylcyclopropyl}benzenesulfonamide FC1=C(C=CC(=C1)F)C1=NN=C(S1)[C@@H]1C([C@H]1C1=CC=C(C=C1)S(=O)(=O)N)(C)C